ClC1=CC(=C2C[C@@H]([C@H](C2=C1)OC1=C(C=CC=C1)C)N(C)C)C#N 4-[[(1s,2s)-6-chloro-4-cyano-2-(dimethylamino)-2,3-dihydro-1H-inden-1-yl]oxy]-3-methylbenzene